C(C1=CC=CC=C1)N1C([C@@H](N(C(C1[C@H](C)OC(C)(C)C)=O)C)C)=O (3S)-1-benzyl-6-((S)-1-(t-butoxy)ethyl)-3,4-dimethylpiperazine-2,5-dione